(S)-3-(1-(2-fluoropyridin-3-yl)ethyl)-N-(5-methoxy-1H-pyrazol-3-yl)-7-methyl-3H-imidazo[4,5-b]pyridin-5-amine FC1=NC=CC=C1[C@H](C)N1C=NC=2C1=NC(=CC2C)NC2=NNC(=C2)OC